3-(4-bromophenyl)cyclohexane-1,2-dicarboxylate BrC1=CC=C(C=C1)C1C(C(CCC1)C(=O)[O-])C(=O)[O-]